ClC1=NC=CC(=C1)OC=1C(=NN(C1)C1CC(C1)(F)F)C1CCOCC1 chloro-4-((1-(3,3-difluorocyclobutyl)-3-(tetrahydro-2H-pyran-4-yl)-1H-pyrazol-4-yl)oxy)pyridine